8-[(1r,2r,5r)-2-(2-Carboxyethyl)-5-hydroxy-3-oxocyclopentyl]-6-oxooctanoic acid C(=O)(O)CC[C@@H]1[C@H]([C@@H](CC1=O)O)CCC(CCCCC(=O)O)=O